1,3-bis(tert-butyl)-2-vinyl-cyclodisilazane C(C)(C)(C)N1[SiH](N([SiH2]1)C(C)(C)C)C=C